FC1=C(C(=C(C(=C1[B-](C1=C(C(=C(C(=C1F)F)F)F)F)(C1=C(C(=C(C(=C1F)F)F)F)F)C1=C(C(=C(C(=C1F)F)F)F)F)F)F)F)F.C[NH+](CCCCCCCCCCCCCCCCCCCC)CCCCCCCCCCCCCCCCCCCC methyldicosyl-ammonium tetrakis(pentafluorophenyl)borate